((1R,5S,6r)-3-Azabicyclo[3.1.0]hexan-6-yl)((R)-2-methylpyrrolidin-1-yl)methanone hydrochloride Cl.[C@H]12CNC[C@@H]2C1C(=O)N1[C@@H](CCC1)C